N-phenyl-N-(2-(4-(2-(thiophen-2-yl)ethyl)piperazin-1-yl)ethyl)benzamide C1(=CC=CC=C1)N(C(C1=CC=CC=C1)=O)CCN1CCN(CC1)CCC=1SC=CC1